FC(C=1C(=C(C=CC1)[C@@H](C)NC=1C2=C(N=C(N1)C)N=C(C(=C2)C(=O)N(C)C)NC)F)F (R)-4-(1-(3-(difluoromethyl)-2-fluorophenyl)ethylamino)-N,N,2-trimethyl-7-(methylamino)pyrido[2,3-d]pyrimidine-6-carboxamide